ClC=1C(=NC(=NC1)NC1CCOCC1)C1=CC2=C(C(N(C2=O)C(C(=O)N[C@H](CO)C=2C=C(C=CC2)C)C)(C)C)S1 2-(2-(5-chloro-2-((tetrahydro-2H-pyran-4-yl)amino)pyrimidin-4-yl)-6,6-dimethyl-4-oxo-4,6-dihydro-5H-thieno[2,3-c]pyrrol-5-yl)-N-((S)-2-hydroxy-1-(m-tolyl)ethyl)propanamide